4,5-dibromo-2,1,3-benzothiadiazole BrC1=C(C=CC2=NSN=C21)Br